C12(CC(C1)C2)N2C=C(C(=CC2=O)N[C@@H]2[C@@H](CN(CC2)C)F)C(=O)N[C@H](C)C2=C(C(=CC=C2)C(F)F)F 1-(bicyclo[1.1.1]pent-1-yl)-N-((R)-1-(3-(difluoromethyl)-2-fluorophenyl)ethyl)-4-(((3R,4s)-3-fluoro-1-methylpiperidin-4-yl)amino)-6-oxo-1,6-dihydropyridine-3-carboxamide